4-pentyl-1-cyclohexene-1-carbaldehyde C(CCCC)C1CC=C(CC1)C=O